C[C@H]1CC[C@@H](N(C1)C(=O)OC(C)(C)C)C1=CC=C(C=C1)N1CC2(CCC1)CCN(CC2)C tert-Butyl (2R,5S)-5-methyl-2-[4-(9-methyl-2,9-diazaspiro[5.5]undecan-2-yl)phenyl]piperidine-1-carboxylate